3-((1H-indole-4-carboxamido)methyl)-5-benzyl-N-((R)-3-methyl-1-((3aS,4S,6S,7aR)-3a,5,5-trimethylhexahydro-4,6-methanobenzo[d][1,3,2]dioxaborol-2-yl)butyl)-4,5-dihydroisoxazole N1C=CC=2C(=CC=CC12)C(=O)NCC1N(OC(C1)CC1=CC=CC=C1)[C@@H](CC(C)C)B1O[C@@]2([C@H](O1)C[C@H]1C([C@@H]2C1)(C)C)C